t-butyl (1-(2-cyclopropyl-2-oxoacetyl)piperidin-4-yl)carbamate C1(CC1)C(C(=O)N1CCC(CC1)NC(OC(C)(C)C)=O)=O